[Si](C1=CC=CC=C1)(C1=CC=CC=C1)(C(C)(C)C)OCC[C@H](CCC)NC=1C2=C(N=C(N1)NC(OC)=O)C=NN2CC2=CC(=NC=C2OC)CO methyl (S)-(7-((1-((tert-butyldiphenylsilyl)oxy)-hexan-3-yl)amino)-1-((2-(hydroxymethyl)-5-methoxypyridin-4-yl)methyl)-1H-pyrazolo[4,3-d]pyrimidin-5-yl)carbamate